2,2,2-trifluoro-1-(4-iodophenyl)ethan-1-one FC(C(=O)C1=CC=C(C=C1)I)(F)F